ClC=1C=C(OC2CCC(CC2)C2=C(N=NC=C2)C(=O)N)C=CC1C#N ((1r,4r)-4-(3-Chloro-4-cyanophenoxy)cyclohexyl)pyridazine-3-carboxamide